3-(N-(3'-fluoro-4-(tetrazol-5-yl)-[1,1'-biphenyl]-2-yl)sulfamoyl)-4-methoxybenzoic Acid FC=1C=C(C=CC1)C1=C(C=C(C=C1)C1=NN=NN1)NS(=O)(=O)C=1C=C(C(=O)O)C=CC1OC